tin indium bismuth [Bi].[In].[Sn]